NCCCCNC(O[C@H]1[C@H](NC[C@@H]1O)CC1=CC=C(C=C1)OC)=O (2R,3S,4S)-4-hydroxy-2-[(4-methoxyphenyl)methyl]pyrrolidin-3-yl N-(4-aminobutyl)carbamate